FC(S(=O)(=O)[O-])(F)F.[S+]1=C(SCCC1)C=1C=CC2=C(OC3=C2C=CC(=C3F)CCC)C1F 3-(5,6-dihydro-4H-1,3-dithiin-1-ium-2-yl)-4,6-difluoro-7-propyl-dibenzofuran trifluoromethanesulfonate